CC([C@@H](C(=O)N1C[C@@H]2[C@H]3[C@H]4[C@@H]([C@@H]([C@@H]2C1C(=O)O)C=C3)C4)NC(C(F)(F)F)=O)(C)C (3aR,4R,4aR,5aS,6S,6aS)-2-((S)-3,3-dimethyl-2-(2,2,2-trifluoroacetamido)butanoyl)-1,2,3,3a,4,4a,5,5a,6,6a-decahydro-4,6-ethenocyclopropa[f]isoindole-1-carboxylic acid